C(C)OC(C(C(OC(=S)SC)C1CCN(CC1)C(=O)OC(C)(C)C)(F)F)=O tert-butyl 4-(3-ethoxy-2,2-difluoro-1-methylsulfanylcarbothioyloxy-3-oxo-propyl)piperidine-1-carboxylate